2-Isopropyl-5-(quinazolin-2-yl)benzene C(C)(C)C1=CC=C(C=C1)C1=NC2=CC=CC=C2C=N1